N1C=NC2=C1C=CC(=C2)\C=C/2\C(N(C(=N2)N[C@@H](CO)C2=CC=CC=C2)C)=O (5Z)-5-(1H-Benzimidazol-5-ylmethylene)-2-[[(1R)-2-hydroxy-1-phenyl-ethyl]amino]-3-methyl-imidazol-4-one